CN([C@H]1CN(CC1)C1=C(C=C(C(=C1)OC)NC1=NC=NC(=C1)N1OCC[C@@H]1CC1=C(C(=CC=C1)F)C)NC(C=C)=O)C N-(2-((R)-3-(dimethyl-amino)pyrrolidine-1-yl)-5-((6-((S)-3-(3-fluoro-2-methylbenzyl)isoxazolidine-2-yl)pyrimidine-4-yl)amino)-4-methoxyphenyl)acrylamide